N-(2-(1-acetyl-1H-indol-3-yl)ethyl)-6-methylpyridine-carboxamide C(C)(=O)N1C=C(C2=CC=CC=C12)CCNC(=O)C1=NC(=CC=C1)C